FC1=CC(=CC=2N(C(=NC21)C)C2CCN(CC2)C)C2=CNC1=NC=C(C=C12)NC(C1=CC(=NC=C1)N1CCNCC1)=O N-(3-(4-fluoro-2-methyl-1-(1-methylpiperidin-4-yl)-1H-benzo[d]imidazol-6-yl)-1H-pyrrolo[2,3-b]pyridin-5-yl)-2-(piperazin-1-yl)isonicotinamide